C(C)(C)(C)[Sn] t-butyltin